(1s,3s)-3-{3-[4-(methoxymethoxy)-6-methyl-2,3-dihydro-1H-inden-5-yl]-5-methyl-7H-pyrrolo[2,3-c]pyridazin-7-yl}-1-methylcyclobutanol COCOC1=C2CCCC2=CC(=C1C1=CC2=C(N=N1)N(C=C2C)C2CC(C2)(O)C)C